C(C)(C)(C)OC(=O)N1CC=2NC(C=CC2C1)=O.ClC1=C(C=CC=C1)N1C(OCC1=O)C=1C=C(C(=O)NCCCCC2=CC=CC=C2)C=CC1 3-(3-(2-chlorophenyl)-4-oxooxazolidin-2-yl)-N-(4-phenylbutyl)benzamide tert-butyl-2-oxo-5,7-dihydro-1H-pyrrolo[3,4-b]pyridine-6-carboxylate